terphenyl-d14 [2H]C1=C(C(=C(C(=C1[2H])[2H])C2=C(C(=C(C(=C2C3=C(C(=C(C(=C3[2H])[2H])[2H])[2H])[2H])[2H])[2H])[2H])[2H])[2H])[2H]